C1=CC(=CC=2C34CC=CC=C3C(=CC12)NCC4)N 9,4b-(epiminoethano)phenanthren-3-amine